BrC1=NC(=CC2=C1OCC(O2)C)S(=O)(=O)C2CC2 5-bromo-7-(cyclopropylsulfonyl)-2-methyl-2,3-dihydro-[1,4]dioxino[2,3-c]pyridine